Diisoamyl Adipate C(CCCCC(=O)OCCC(C)C)(=O)OCCC(C)C